C(C)(C)(C)NC(=O)C1=NC(=CC=C1OC)NC1=CC(=C(C=C1)C)Cl N-tert-butyl-6-(3-chloro-4-methyl-anilino)-3-methoxy-pyridine-2-carboxamide